tert-butyl 3-(((6-methoxy-4-(4-(2-(4-(trifluoromethyl)phenyl)acetamido)phenyl)quinazolin-7-yl)oxy)methyl)piperidin-1-carboxylate COC=1C=C2C(=NC=NC2=CC1OCC1CN(CCC1)C(=O)OC(C)(C)C)C1=CC=C(C=C1)NC(CC1=CC=C(C=C1)C(F)(F)F)=O